6-(tert-butyl)-9-(1-isopropyl-1H-pyrazol-4-yl)-10-methoxy-2-oxo-6,7-dihydro-2H-pyrido[2,1-a]phthalazine-3-carboxylic acid C(C)(C)(C)N1N2C(C3=CC(=C(C=C3C1)C=1C=NN(C1)C(C)C)OC)=CC(C(=C2)C(=O)O)=O